1-benzyl 37,41,43-tri-tert-butyl (37S,41S)-31,39-dioxo-2,5,8,11,14,17,20,23,26,29-decaoxa-32,38,40-triazatritetracontane-1,37,41,43-tetracarboxylate O=C(COCCOCCOCCOCCOCCOCCOCCOCCOCCOCC(=O)OCC1=CC=CC=C1)NCCCC[C@H](NC(N[C@@H](CCC(=O)OC(C)(C)C)C(=O)OC(C)(C)C)=O)C(=O)OC(C)(C)C